1,2-Diamino-fluoren-9-one NC1=C(C=CC=2C3=CC=CC=C3C(C12)=O)N